14-(2-(ethoxymethyl)-4-(tritylamino)-1H-imidazo[4,5-c]quinolin-1-yl)-13,13-dimethyl-3,6,9,12-tetraoxatetradecan-1-ol C(C)OCC=1N(C2=C(C(=NC=3C=CC=CC23)NC(C2=CC=CC=C2)(C2=CC=CC=C2)C2=CC=CC=C2)N1)CC(OCCOCCOCCOCCO)(C)C